iso-pentenal C(C=C(C)C)=O